C(C=C)(=O)OC(C)(C)C1=CC=CC=C1 cumyl acrylate